C(C)(C)OC([C@@H](NP(=O)(OC1=CC=CC=C1)CC1=CC=C(C=C1)CN1C2=C(C=3C=CC=CC13)N=CC=C2)C)=O ((4-((5H-pyrido[3,2-b]indol-5-yl)methyl)benzyl)(phenoxy)phosphoryl)-L-alanine isopropyl ester